BrC=1C=CC2=C(C(=NCC(N2)=NN)C2=C(C=CC=C2)F)C1Cl 7-bromo-6-chloro-5-(2-fluorophenyl)-1,3-dihydro-1,4-benzodiazepin-2-one hydrazone